(Z)-5-(benzo[d]thiazol-6-ylmethylene)-2-(benzyl-(phenyl)amino)-3,5-dihydro-4H-imidazol-4-one S1C=NC2=C1C=C(C=C2)\C=C/2\C(NC(=N2)N(C2=CC=CC=C2)CC2=CC=CC=C2)=O